(S)-1-N-Boc-cyanopiperidine C(=O)(OC(C)(C)C)N1[C@@H](CCCC1)C#N